FC1=CC=C(C=N1)NC(=O)C1=CN=C(S1)C=1C=NC(=CC1)N1C[C@@H](CC1)F (R)-N-(6-fluoropyridin-3-yl)-2-(6-(3-fluoropyrrolidin-1-yl)pyridin-3-yl)thiazole-5-carboxamide